[4-(2'-methoxymethyl-biphenyl-4-yl)-4-hydroxy-tetrahydro-furan-3-yl]propane-2-sulfonamide COCC1=C(C=CC=C1)C1=CC=C(C=C1)C1(C(COC1)CC(C)S(=O)(=O)N)O